tert-butyl ((2S,4R)-1-(3,3-dimethyl-4-((2-oxo-4-phenylpyridin-1(2H)-yl)methyl)piperidine-1-carbonyl)-2-phenylpiperidin-4-yl)carbamate CC1(CN(CCC1CN1C(C=C(C=C1)C1=CC=CC=C1)=O)C(=O)N1[C@@H](C[C@@H](CC1)NC(OC(C)(C)C)=O)C1=CC=CC=C1)C